The molecule is a kaempferol O-glucoside that is the 2''-acetyl derivative of astragalin (kaempferol 3-O-glucoside). Isolated from the aerial parts of Delphinium staphisagria, it exhibits trypanocidal activity. It has a role as a trypanocidal drug and a plant metabolite. It is a trihydroxyflavone, an acetate ester, a beta-D-glucoside, a monosaccharide derivative and a kaempferol O-glucoside. It derives from a kaempferol 3-O-beta-D-glucoside. CC(=O)O[C@@H]1[C@H]([C@@H]([C@H](O[C@H]1OC2=C(OC3=CC(=CC(=C3C2=O)O)O)C4=CC=C(C=C4)O)CO)O)O